CC1CN(C(=CC1)C=1C=C2C(=NNC2=CC1)C)C(=O)OC(C)(C)C tert-butyl 3-methyl-6-(3-methyl-1H-Indazol-5-yl)-3,4-dihydropyridine-1(2H)-carboxylate